COC1=CC=CC(=N1)C1=CC=CC2=C1O[C@@H](CO2)CNC(=O)C=2OC(=CC2)CN2CCN(CC2)C 5-(4-Methyl-piperazin-1-ylmethyl)-furan-2-carboxylic acid [(R)-8-(6-methoxy-pyridin-2-yl)-2,3-dihydro-benzo[1,4]dioxin-2-ylmethyl]-amide